O=C1N=C2C=CC(=CC2=C1)Br 2-oxo-5-bromoindole